N=1C=C(N2C1C=CC=C2)C2=NSC(=C2C(F)(F)F)C(=O)O 3-(IMIDAZO[1,2-A]PYRIDIN-3-YL)-4-(TRIFLUOROMETHYL)ISOTHIAZOLE-5-CARBOXYLIC ACID